FC1=C(OC2=C3C(=NC=C2)NC=C3C=3C=CC(=C(C#N)C3)OC(C)C)C(=CC(=C1)NC=1OC[C@@](CN1)(C(C)C)CO)F |r| (+/-)-5-[4-(2,6-difluoro-4-{[5-(hydroxymethyl)-5-(propan-2-yl)-5,6-dihydro-4H-1,3-oxazin-2-yl]amino}phenoxy)-1H-pyrrolo[2,3-b]pyridin-3-yl]-2-(propan-2-yloxy)benzonitrile